OC1=C(C=C(C=C2C(OC(OC2=O)(C2=CC=CC=C2)C)=O)C=C1OC)I (4-hydroxy-3-iodo-5-methoxybenzylidene)-2-methyl-2-phenyl-1,3-dioxane-4,6-dione